2-chloro-N-(3-(2-((1,5-dimethyl-1H-pyrazol-3-yl)amino)-5-methylpyrimidin-4-yl)-6-(dimethylamino)-1H-indol-7-yl)acetamide ClCC(=O)NC=1C(=CC=C2C(=CNC12)C1=NC(=NC=C1C)NC1=NN(C(=C1)C)C)N(C)C